2-((3-(4-(benzyloxy)phenyl)-1,2,4-oxadiazol-5-yl)methyl)acrylic acid C(C1=CC=CC=C1)OC1=CC=C(C=C1)C1=NOC(=N1)CC(C(=O)O)=C